C(C)(=O)OCC=1NC(=C(C(C1C(=O)OCC)C1=C(C=CC=C1)OC(F)F)C(=O)OC)CF 3-ethyl 5-methyl 2-(acetoxymethyl)-4-(2-(difluoromethoxy)phenyl)-6-(fluoromethyl)-1,4-dihydropyridine-3,5-dicarboxylate